FC1=C2C(=NC(NC2=CC=C1)=O)N1CCOCC2=C1C=CC=C2C#CC(C(F)(F)F)(C)C 5-fluoro-4-(6-(4,4,4-trifluoro-3,3-dimethylbut-1-yn-1-yl)-2,3-dihydrobenzo[e][1,4]oxazepin-1(5H)-yl)quinazolin-2(1H)-one